BrC=1C=C2C(=NC1)N(C(N2CC(=O)O)=O)C(C2=CC=CC=C2)(C2=CC=CC=C2)C2=CC=CC=C2 2-(6-bromo-2-oxo-3-trityl-2,3-dihydro-1H-imidazo[4,5-b]pyridin-1-yl)acetic acid